N-[2-(2-aminoquinazolin-7-yl)phenyl]prop-2-enamide NC1=NC2=CC(=CC=C2C=N1)C1=C(C=CC=C1)NC(C=C)=O